Cumylperoxycyclohexane C(C)(C)(C1=CC=CC=C1)OOC1CCCCC1